2-methoxy-6,8-dihydro-5H-1,7-naphthyridine-7-carboxylic acid tert-butyl ester C(C)(C)(C)OC(=O)N1CCC=2C=CC(=NC2C1)OC